FC=1C=C2CCN(C2=CC1)C=1C2=C(N=CN1)C=CC(=N2)C=2C=NN(C2)CCCO 3-(4-(4-(5-fluoroindolin-1-yl)pyrido[3,2-d]pyrimidin-6-yl)-1H-pyrazol-1-yl)propan-1-ol